tert-butyl(7-(4-((5-chloro-4-((2-(dimethylphosphoryl)phenyl)amino)pyrimidin-2-yl)amino)-2-methylphenyl)-7-azaspiro[3.5]nonan-2-yl)carbamate C(C)(C)(C)OC(NC1CC2(C1)CCN(CC2)C2=C(C=C(C=C2)NC2=NC=C(C(=N2)NC2=C(C=CC=C2)P(=O)(C)C)Cl)C)=O